((2-(((5S,8S,10aR)-3-acetyl-6-oxo-8-((R)-3-phenylpiperidine-1-carbonyl)decahydropyrrolo[1,2-a][1,5]diazocin-5-yl)carbamoyl)benzo[b]thiophen-5-yl)difluoromethyl)phosphonic acid C(C)(=O)N1CC[C@@H]2N(C([C@H](C1)NC(=O)C1=CC3=C(S1)C=CC(=C3)C(F)(F)P(O)(O)=O)=O)[C@@H](CC2)C(=O)N2C[C@H](CCC2)C2=CC=CC=C2